3-(methoxy(methyl)carbamoyl)-4-phenylpiperidine-1-carboxylic acid tert-butyl ester C(C)(C)(C)OC(=O)N1CC(C(CC1)C1=CC=CC=C1)C(N(C)OC)=O